BrCC(CBr)(O)Br 1,2,3-tribromo-2-propanol